[4-chloro-6-(triazol-1-yl)-3-pyridyl]methanol ClC1=C(C=NC(=C1)N1N=NC=C1)CO